1-(3,4-dimethoxyphenyl)-4,4,4-trifluorobutan-1-one COC=1C=C(C=CC1OC)C(CCC(F)(F)F)=O